FC=1C=C2C(=CNC2=CC1F)NS(=O)(=O)C1=CC=C(C=C1)OCCCN(C)C N-(5,6-difluoro-1H-indol-3-yl)-4-(3-(dimethylamino)propoxy)benzenesulfonamide